2-(5-bromo-2-nitrophenyl)acetonitrile BrC=1C=CC(=C(C1)CC#N)[N+](=O)[O-]